1-(2-(isoindol-2-yl)benzo[d]oxazol-6-yl)-4-oxo-6-(4-(pyrrolidin-1-yl)-3-(trifluoromethyl)phenyl)-1,4-dihydropyridine-3-carboxylic acid C=1N(C=C2C=CC=CC12)C=1OC2=C(N1)C=CC(=C2)N2C=C(C(C=C2C2=CC(=C(C=C2)N2CCCC2)C(F)(F)F)=O)C(=O)O